(±)-4-((5-phenyl-1-(1-(4-(trifluoromethyl)phenyl)ethyl)-1H-indole-7-carboxamido)methyl)benzoic acid C1(=CC=CC=C1)C=1C=C2C=CN(C2=C(C1)C(=O)NCC1=CC=C(C(=O)O)C=C1)[C@H](C)C1=CC=C(C=C1)C(F)(F)F |r|